methyl 7-bromoimidazo[1,2-a]pyridine-6-carboxylate BrC1=CC=2N(C=C1C(=O)OC)C=CN2